C(C)NC(=O)C1=CC(=NC(=C1)C=1N=NN(C1)C1=CC=C(C=C1)CCCC(=O)O)C=1N=NN(C1)C1=CC=C(C=C1)CCCC(=O)O 4'-(((4-(ethylcarbamoyl)pyridin-2,6-diyl)bis(1H-1,2,3-triazol-4,1-diyl))bis(4,1-phenylene))dibutanoic acid